CC1=C(OC(C(=O)O)(C)C)C(=CC(=C1)CN1N=CN(C1=O)C1=CC=C(C=C1)SC)C 2-(2,6-Dimethyl-4-((4-(4-(methyl-thio)phenyl)-5-oxo-4,5-dihydro-1H-1,2,4-triazol-1-yl)methyl)phenoxy)-2-methylpropionic acid